3,5-dihydroxytoluene monohydrate O.OC=1C=C(C)C=C(C1)O